amino-4-((6-isobutyl-4-methylpyridin-3-yl)amino)thieno[2,3-B]Pyridine NC1=CC=2C(=NC=CC2NC=2C=NC(=CC2C)CC(C)C)S1